CC1=C(N=C2N(C1=O)C=C(C=C2[C@@H](C)NC2=C(C(=O)O)C=CC=C2)C)N2C1CCC2C2=CC=CC=C12 2-(((1R)-1-(3,7-dimethyl-4-oxo-2-(1,2,3,4-tetrahydro-1,4-epiminonaphthalen-9-yl)-4H-pyrido[1,2-a]pyrimidin-9-yl)ethyl)amino)benzoic acid